C(C)(C)(C)OC(=O)N1C[C@H](CCC1)NC=1C2=C(N=CN1)C(=CC(=N2)C2=C(C=CC=C2)C#N)C(N)=O (3S)-3-{[8-carbamoyl-6-(2-cyanophenyl)pyrido[3,2-d]pyrimidin-4-yl]amino}piperidine-1-carboxylic acid tert-butyl ester